4-oxo-N-({2-[({spiro[2.3]hexan-1-yl}amino)methyl]-1H-indol-6-yl}methyl)-4H-pyrido[1,2-a]pyrimidine-2-carboxamide O=C1C=C(N=C2N1C=CC=C2)C(=O)NCC2=CC=C1C=C(NC1=C2)CNC2CC21CCC1